8-((2-hydroxyethyl)amino)octanoic acid OCCNCCCCCCCC(=O)O